1-methoxy-2,6-dimethyl-1-prop-2-enyl-cyclohexane COC1(C(CCCC1C)C)CC=C